[WH2].C1=CC=CC1.C1=CC=CC1 bis(cyclopentadiene) tungsten dihydride